N-ethyl-2-(6-methyl-2,3,4,7-tetrahydropyrano[2,3-e]indol-9-yl)ethan-1-amine C(C)NCCC1=CNC2=C(C=C3C(=C12)OCCC3)C